(S)-quinuclidin-3-yl (3,3-dimethyl-7-(thiazol-5-yl)chroman-4-yl)carbamate CC1(COC2=CC(=CC=C2C1NC(O[C@@H]1CN2CCC1CC2)=O)C2=CN=CS2)C